2-(4-bromobenzyl)isoindoline-1,3-dione BrC1=CC=C(CN2C(C3=CC=CC=C3C2=O)=O)C=C1